COC1=NC(=C(C2=C1CN(C2)C(CC2CN(C2)C=2C=NC=CC2)=O)C)C 1-(4-Methoxy-6,7-dimethyl-1,3-dihydro-2H-pyrrolo[3,4-c]pyridin-2-yl)-2-[1-(pyridin-3-yl)azetidin-3-yl]ethanon